NC1CCC(CC1)CNC=1C(=NC(=CC1)N1CC(OC(C1)(C)C)(C)C)C N-(((1r,4r)-4-aminocyclohexyl)methyl)-2-methyl-6-(2,2,6,6-tetramethylmorpholino)pyridin-3-amine